CCCCCCCCCCCCC(=O)[O-] The molecule is a long-chain fatty acid anion resulting from the removal of a proton from the carboxy group of tridecanoic acid. It is a long-chain fatty acid anion and a fatty acid anion 13:0. It is a conjugate base of a tridecanoic acid.